FC1=C2CC(N3C(C2=CC=C1)(O3)C=3C=NC1=CC=CC=C1C3)(C)C 5-fluoro-3,3-dimethyl-8b-quinolin-3-yl-4,8b-dihydro-3H-oxaziridino[3,2-a]isoquinoline